C1(=CC=C(C=C1)[C@@]1(CC[C@@]2([C@H]3CC[C@@]4([C@H](CC[C@H]4[C@@H]3CC[C@@H]2C1)[C@@H](CC(C(=O)O)O)C)C)C)O)C1=CC=CC=C1 (4R)-4-((3S,5R,8R,9S,10S,13R,14S,17R)-3-([1,1'-biphenyl]-4-yl)-3-hydroxy-10,13-dimethylhexadecahydro-1H-cyclopenta[a]phenanthren-17-yl)-2-hydroxypentanoic acid